5-(methyl(phenyl)amino)-[1,2,4]triazolo[4,3-a]quinazoline-7-carboxylic acid CN(C1=NC=2N(C3=CC=C(C=C13)C(=O)O)C=NN2)C2=CC=CC=C2